N-(5-((1,5-dimethyl-1H-benzo[d][1,2,3]triazol-6-yl)ethynyl)-8-(methylamino)-2,7-naphthyridin-3-yl)cyclopropanecarboxamide CN1N=NC2=C1C=C(C(=C2)C)C#CC2=C1C=C(N=CC1=C(N=C2)NC)NC(=O)C2CC2